FC(OC1=C(C(=O)N)C=CC=N1)(F)F 2-(trifluoromethoxy)nicotinamide